ClC1=C(C=CC=C1C1=C(C(=NC=C1)C1=CC(=C(C=C1)CN(C)C[C@@H](C)O)OC)Cl)C1=CC=C(C(=N1)OC)CNC[C@@H]1CCC(N1)=O (S)-5-((((6-(2-chloro-3-(3-chloro-2-(4-((((R)-2-hydroxypropyl)(methyl)amino)methyl)-3-methoxyphenyl)pyridin-4-yl)phenyl)-2-methoxypyridin-3-yl)methyl)amino)methyl)pyrrolidin-2-one